C(CCCCCCCC)OCCCCCCCCC nonyloxide